1-bromo-3-(2-methoxy-1-methyl-vinyl)benzene sulfur Calcium aluminum [Al].[Ca].[S].BrC1=CC(=CC=C1)C(=COC)C